2,5-dichlorophenyl-phenylenediamine ClC1=C(C=C(C=C1)Cl)NC1=C(C=CC=C1)N